N[C@H](C(=O)N[C@H](C(=O)N[C@H](C(=O)NCCNC(=O)C1=C(C(=C(S1)NC(C(CC)C1=CC(=C(C=C1)F)F)=O)C(=O)OC)C)C(C)C)C(C)C)C(C)C methyl 5-((2-((S)-2-((S)-2-((S)-2-amino-3-methylbutanamido)-3-methylbutanamido)-3-methylbutanamido)ethyl)carbamoyl)-2-(2-(3,4-difluorophenyl)butanamido)-4-methylthiophene-3-carboxylate